3-chloro-5-((1-((2-(6-chloropyridin-3-yl)-6-oxo-1,6-dihydropyrimidin-5-yl)methyl)-6-oxo-4-(trifluoromethyl)-1,6-dihydropyrimidin-5-yl)oxy)benzonitrile ClC=1C=C(C#N)C=C(C1)OC1=C(N=CN(C1=O)CC1=CN=C(NC1=O)C=1C=NC(=CC1)Cl)C(F)(F)F